tert-butyl (5-methyl-4-(4,4,5,5-tetramethyl-1,3,2-dioxaborolan-2-yl)isoxazol-3-yl)carbamate CC1=C(C(=NO1)NC(OC(C)(C)C)=O)B1OC(C(O1)(C)C)(C)C